Cl.N1=CC=C(C2=CC=CN=C12)C#N naphthyridine-4-carbonitrile Hydrochloride